ClC=1C=CC(=C(C1)C1=NN(C=C1NC(=O)C=1C=NN2C1N=CC=C2)C2C(N(CC2)C2COC2)=O)OC(F)F N-[3-[5-chloro-2-(difluoromethoxy)phenyl]-1-[1-(oxetan-3-yl)-2-oxo-pyrrolidin-3-yl]pyrazol-4-yl]pyrazolo[1,5-a]pyrimidine-3-carboxamide